4-((1H-1,2,4-triazol-1-yl)methyl)-1-benzyl-1H-1,2,3-triazole N1(N=CN=C1)CC=1N=NN(C1)CC1=CC=CC=C1